4-(4-(4-(4-fluorophenyl)piperazin-1-yl)quinolin-6-yl)pyridin-2-amine FC1=CC=C(C=C1)N1CCN(CC1)C1=CC=NC2=CC=C(C=C12)C1=CC(=NC=C1)N